1-((1R,2S,3R,3aR,4R)-2,3,4-trihydroxy-2,3,3a,4,5,6-hexahydro-1H-inden-1-yl)-1H-1,2,4-triazole-3-carboxamide O[C@H]1[C@@H](C2=CCC[C@H]([C@@H]2[C@H]1O)O)N1N=C(N=C1)C(=O)N